FC1=CC=C(C=C1)C=1N=NN(C1)CC1=CC=C(C=C1)C1=NOC(=N1)C(F)(F)F 3-[4-[[4-(4-fluorophenyl)triazol-1-yl]methyl]phenyl]-5-(trifluoromethyl)-1,2,4-oxadiazole